C(CCC)[N+]1=CN([C@H]2[C@H](O)[C@H](O)[C@@H](CO)O2)C=2N=C(NC(C12)=O)N 7-butyl-guanosine